CN(CC(=O)N1CCC(CC1)C=1C=C2C(=C(NC2=CC1)C=1C=C(C=2N(N1)N=CN2)C)C(C)C)C 2-(dimethylamino)-1-(4-(3-isopropyl-2-(8-methyl-[1,2,4]triazolo[1,5-b]pyridazin-6-yl)-1H-indol-5-yl)piperidin-1-yl)ethan-1-one